O=C1CC2SCC=C(N12)C(=O)O 8-oxo-5-thia-1-azabicyclo(4.2.0)oct-2-ene-2-carboxylic acid